bis-(2-hydroxyethyl) terephthalate C(C1=CC=C(C(=O)OCCO)C=C1)(=O)OCCO